(R)-tert-butyl methyl(4-(phenylthio)-3-((4-sulfamoyl-2-((trifluoromethyl)sulfonyl)phenyl)amino)butyl)carbamate CN(C(OC(C)(C)C)=O)CC[C@H](CSC1=CC=CC=C1)NC1=C(C=C(C=C1)S(N)(=O)=O)S(=O)(=O)C(F)(F)F